(S)-2-(5-methyl-4-oxo-benzo[d][1,2,3]triazin-3(4H)-yl)-N-(1-p-tolylethyl)acetamide CC1=CC=CC=2N=NN(C(C21)=O)CC(=O)N[C@@H](C)C2=CC=C(C=C2)C